OCCN(CCNCCO)CCO N,N,N'-tris-(2-hydroxyethyl)ethylenediamine